(S)-7-((3-amino-1H-1,2,4-triazol-1-yl)methyl)-4-(cyclopropylethynyl)-4-(1,1-difluoroethyl)-6-fluoro-3,4-dihydroquinazolin-2(1H)-one NC1=NN(C=N1)CC1=C(C=C2[C@](NC(NC2=C1)=O)(C(C)(F)F)C#CC1CC1)F